ClC1=NC=C(C(=C1)C1=C(C=NC(=C1)C)C(=O)N(C=1SC2=C(N1)CN(C2)C(C2=NC=C(C=C2)C(F)F)=O)COC(CCC(=O)O)=O)OC 4-((2'-chloro-N-(5-(5-(difluoromethyl)picolinoyl)-5,6-dihydro-4H-pyrrolo[3,4-d]thiazol-2-yl)-5'-methoxy-6-methyl-[4,4'-bipyridine]-3-carboxamido)methoxy)-4-oxobutanoic acid